NC=1C=C(C=CC1)NC(=O)C1=CN=CN1C N-(3-aminophenyl)-1-methyl-1H-imidazole-5-carboxamide